C(C)OCCOCCOCC bis(2-ethoxyethyl) ether